3-Methacryloxypropyl-tris(2-methoxyethoxy)-silan Mercury cadmium [Cd].[Hg].C(C(=C)C)(=O)OCCC[Si](OCCOC)(OCCOC)OCCOC